[Fe+2].[N+]1(C(C=CC=C1)=N)=N pyridinium bis-imine iron salt